4-dimethylaminobutyl-diethoxymethyl-silane CN(CCCC[SiH2]C(OCC)OCC)C